FC1(CC(C1)CN(C1=C2CN(C(C2=CC=C1)=O)C1C(NC(CC1)=O)=O)C1CCC(CC1)NCCC(F)(F)F)F 3-(4-(((3,3-difluorocyclobutyl)methyl)((1r,4r)-4-((3,3,3-trifluoropropyl)amino)cyclohexyl)amino)-1-oxoisoindolin-2-yl)piperidine-2,6-dione